NC1=C(C=CC=C1)NC(CCCCCNC(=O)C1=CC(=NN1)C1=CC=C(C=C1)[N+](=O)[O-])=O N-{6-[(2-aminophenyl)amino]-6-oxohexyl}-3-(4-nitrophenyl)-1H-pyrazole-5-carboxamide